2,4-dimethyl-6-p-methoxyphenyl-1,3,5-triazine CC1=NC(=NC(=N1)C)C1=CC=C(C=C1)OC